ClC=1C=C(C=CC1F)NC(N(C)[C@H]1CC(CC=2NC(C3=CC=CC=C3C12)=O)(C)C)=O (S)-3-(3-chloro-4-fluorophenyl)-1-(3,3-dimethyl-6-oxo-1,2,3,4,5,6-hexahydrophenanthridin-1-yl)-1-methylurea